(2S,4S)-1-(t-butoxycarbonyl)-4-hydroxy-4-methylpyrrolidine-2-carboxylic acid C(C)(C)(C)OC(=O)N1[C@@H](C[C@](C1)(C)O)C(=O)O